dihydropyran-2,4-dione O1C(CC(CC1)=O)=O